4-(3'-chloro-5-fluoro-2-hydroxy-4'-(3-methyl-2-oxo-2,3-dihydro-1H-imidazol-1-yl)-[1,1'-biphenyl]-3-yl)-5',6'-dihydro-[2,3'-bipyridine] ClC=1C=C(C=CC1N1C(N(C=C1)C)=O)C1=C(C(=CC(=C1)F)C1=CC(=NC=C1)C=1C=NCCC1)O